C1(CC1)C1=NC=C(C(=N1)OCC1N(CCC1)CC1=CC=C(C=C1)F)C#N 2-cyclopropyl-4-((1-(4-fluorobenzyl)pyrrolidin-2-yl)methoxy)pyrimidine-5-carbonitrile